C(C)(C)(C)N1N=CC(=C1C(=O)NCCC1=CC=C(C=C1)C1=NOC(=N1)S)C(C1=CC(=CC=C1)Cl)=O 1-(tert-butyl)-4-(3-chlorobenzoyl)-N-(4-(5-mercapto-1,2,4-oxadiazol-3-yl)phenethyl)-1H-pyrazole-5-carboxamide